(S)-1-(3-(4-amino-3-((1-cyclopropyl-1H-benzo[d]imidazol-5-yl)ethynyl)-7-pivaloyl-1H-pyrazolo[4,3-c]pyridin-1-yl)pyrrolidin-1-yl)prop-2-en-1-one NC1=NC=C(C2=C1C(=NN2[C@@H]2CN(CC2)C(C=C)=O)C#CC2=CC1=C(N(C=N1)C1CC1)C=C2)C(C(C)(C)C)=O